C(C)C1=C(C=CC(=N1)N1CCC(CC1)N1CC2(C1)OCCN(C2)C(=O)OC(C)(C)C)C=2C=C(C=1N(C2)C=CN1)C tert-butyl 2-[1-[6-ethyl-5-(8-methylimidazo[1,2-a]pyridin-6-yl)-2-pyridyl]-4-piperidyl]-5-oxa-2,8-diazaspiro[3.5]nonane-8-carboxylate